C1(CCC1)C([C@@H](C(NC1=CC=C(C=C1)C=1C(=NNC1C)C)=O)NC(=O)C=1N(N=CC1)C)C N-[(1S)-2-cyclobutyl-1-[[4-(3,5-dimethyl-1H-pyrazol-4-yl)phenyl]carbamoyl]propyl]-2-methyl-pyrazole-3-carboxamide